didodecyl 4,4'-((3-((4-(dodecyloxy)-4-oxobutyl)(2-hydroxyethyl)amino)propyl)azanediyl)dibutanoate C(CCCCCCCCCCC)OC(CCCN(CCCN(CCCC(=O)OCCCCCCCCCCCC)CCCC(=O)OCCCCCCCCCCCC)CCO)=O